C(C)(C)(C)OC(CCC(C(=O)N)N1C(C2=CC=C(C(=C2C1)OC)Br)=O)=O 5-Amino-4-(5-bromo-4-methoxy-1-oxo-isoindolin-2-yl)-5-oxo-pentanoic acid tert-butyl ester